BrC1=C2C=3C(C=4C(=NC5=CC=CC=C5N4)C3C=C1)=CC=C2 3-bromobenzo[3,4]indeno[1,2-b]quinoxaline